COCCOC=1C=C2C(=NN(C2=CC1)C1OCCCC1)C1=NC=CC(=N1)N1N=CC(=C1)CCO 2-[1-[2-[5-(2-methoxyethoxy)-1-tetrahydropyran-2-yl-indazol-3-yl]pyrimidin-4-yl]pyrazole-4-yl]ethanol